N-(5-((4-(dimethylamino)piperidin-1-yl)methyl)pyridin-2-yl)-5-fluoro-4-(9-fluoro-4-methyl-3,4-dihydro-1H-benzo[4,5]imidazo[2,1-c][1,4]oxazin-7-yl)pyrimidin-2-amine CN(C1CCN(CC1)CC=1C=CC(=NC1)NC1=NC=C(C(=N1)C1=CC2=C(N=C3COCC(N32)C)C(=C1)F)F)C